C(C)(C)(C)C1=CC(=NO1)NC(NC1=CC=C(C=C1)N1C=NC2=C1C=CC(=C2)OCCCCCCC)=O 7-(1-{4-[3-(5-tert-butyl-isoxazol-3-yl)-ureido]-phenyl}-1H-benzimidazol-5-yloxy)-heptane